C(CC)C1=CC(OC2=C(C(=CC=C12)OC(CCCCCCCCCCCCCCC)=O)C)=O 4-propyl-8-methyl-7-palmitoyloxycoumarin